N1N=C(C2=C1COC1(C2)CCC1)C(=O)OCC ethyl 4',7'-dihydro-1'H-spiro[cyclobutane-1,5'-pyrano[3,4-c]pyrazole]-3'-carboxylate